3-(3-(3-fluoro-5-(imidazo[1,2-a]pyridine-3-carboxamido)-4-methylphenyl)-1,2,4-oxadiazol-5-yl)azetidine-1-carboxylic acid isopropyl ester C(C)(C)OC(=O)N1CC(C1)C1=NC(=NO1)C1=CC(=C(C(=C1)NC(=O)C1=CN=C2N1C=CC=C2)C)F